FC=1C=NC(=NC1)C1=C(C(=NC=C1)NC1=C(N=NC(=C1)NC1=NC=CC=C1)C(=O)NC([2H])([2H])[2H])OC 4-{[4-(5-Fluoropyrimidin-2-yl)-3-methoxypyridin-2-yl]amino}-N-(2H3)methyl-6-[(pyridin-2-yl)amino]pyridazin-3-carboxamid